2-[[4-(5-benzyloxy-6-fluoro-2-pyridyl)pyrazol-1-yl]methoxy]ethyl-trimethyl-silane C(C1=CC=CC=C1)OC=1C=CC(=NC1F)C=1C=NN(C1)COCC[Si](C)(C)C